C(C1=CC=CC=C1)[N+](CC)(CC1=CC=CC=C1)CC1=CC=CC=C1 tribenzylethylammonium